tert-butyl ((1-((3-amino-5-methoxy-[1,2,4]triazolo[4,3-a]pyridin-7-yl)methyl)-1H-pyrazol-4-yl)methyl)carbamate NC1=NN=C2N1C(=CC(=C2)CN2N=CC(=C2)CNC(OC(C)(C)C)=O)OC